C1(CC1)CC1C(N2N(C1)CCC2C2=CC(=CC=C2)F)=O 6-(Cyclopropylmethyl)-3-(3-fluorophenyl)-2,3,6,7-tetrahydro-1H-pyrazolo[1,2-a]pyrazol-5-one